C(C1=CC=CC=C1)[C@@H]1C(N2C(CN(C([C@@H](C2)CCC(=O)O)=O)C)N(O1)C(=O)OCCC1=CC=C(C=C1)O)=O 3-((3R,7R)-3-benzyl-1-((4-hydroxyphenethoxy)carbonyl)-9-methyl-4,8-dioxooctahydro-1H-[1,2,4]oxadiazino[4,3-a][1,4]diazepin-7-yl)propanoic acid